CC1=C2C(=NC=C1)N(C(N2)=O)C=2C=NC(=CC2)OC2=CC=CC1=C2C2(CC2)CO1 7-methyl-3-(6-spiro[2H-benzofuran-3,1'-cyclopropane]-4-yloxy-3-pyridyl)-1H-imidazo[4,5-b]pyridin-2-one